C(C1=CC=CC=C1)OCC(CC#N)O 4-(benzyloxy)-3-hydroxybutanenitrile